C(C)C(CNCC(CCCC)CC)CCCC di-(2-ethylhexyl)amine